β-homoasparagine N[C@@H](CC(N)=O)CC(=O)O